C=1(C=2C3C(COC2C=CC1)CCC=C3)O 6a,7,8,10a-tetrahydrobenzo[c]chromen-1-ol